C(CCCCCCCCCCCCCCCCCCC)(=O)[O-].[In+3].C(CCCCCCCCCCCCCCCCCCC)(=O)[O-].C(CCCCCCCCCCCCCCCCCCC)(=O)[O-] indium eicosanate